N-(3''-fluoro-5''-methoxy-2,2'-dimethyl-4''-(((tetrahydro-2H-pyran-4-yl)amino)methyl)-[1,1':3',1''-terphenyl]-3-yl)-1-methyl-6-oxo-1,6-dihydropyrimidine-5-carboxamide FC=1C=C(C=C(C1CNC1CCOCC1)OC)C=1C(=C(C=CC1)C1=C(C(=CC=C1)NC(=O)C1=CN=CN(C1=O)C)C)C